6-fluoro-1-methyl-5-(5-((tetrahydro-2H-pyran-2-yl)ethynyl)-3,4-dihydroquinolin-1(2H)-yl)-[1,2,4]triazolo[4,3-a]quinazoline FC1=C2C(=NC=3N(C2=CC=C1)C(=NN3)C)N3CCCC1=C(C=CC=C31)C#CC3OCCCC3